COC=1C=C(C=CC1)NC(=O)C=1N=C2N(C=CC(=C2)C2=NOC(=N2)C(F)(F)F)C1 N-(3-methoxyphenyl)-7-(5-(trifluoromethyl)-1,2,4-oxadiazol-3-yl)imidazo[1,2-a]pyridine-2-carboxamide